N-(1'-(3-(cyclopentylsulfinyl)benzoyl)spiro[cyclohexane-1,3'-indolin]-5'-yl)methanesulfonamide C1(CCCC1)S(=O)C=1C=C(C(=O)N2CC3(C4=CC(=CC=C24)NS(=O)(=O)C)CCCCC3)C=CC1